ClC1=CC=C(OC2=C3C=CN(C3=CC(=C2)CNC(C=C)=O)C)C=C1 N-[[4-(4-chlorophenoxy)-1-methyl-indol-6-yl]methyl]prop-2-enamide